4-amino-3-methyl-N-((1-methyl-1H-1,2,4-triazol-3-yl)methyl)-N-((5-(trifluoromethyl)pyridin-2-yl)methyl)-1,3-dihydrofuro[3,4-c]quinoline-8-carboxamide NC1=NC=2C=CC(=CC2C2=C1C(OC2)C)C(=O)N(CC2=NC=C(C=C2)C(F)(F)F)CC2=NN(C=N2)C